[B](F)F.FC(C1=CC=C(C=C1)C(CC(=O)C1=CC=C(C=C1)OC)=O)(F)F 1-(4-trifluoromethylphenyl)-3-(4-methoxyphenyl)propane-1,3-dione boron difluoride